N1=CC=C(C=C1)C=1SC(=CN1)C1=CC=CC=C1 2-(4-pyridinyl)-5-phenyl-thiazole